ClC=1C2C3C4C5C6C7C8C(CC7C(C5C(C3C(C1)C2)C4)C6)O8 14,15-epoxy-5-chloroheptacyclo[8.7.0.12,9.03,8.14,7.111,17.012,16]eicosa-5-ene